1,1-bis(tert-butylperoxy)3,5,5-trimethylcyclohexane C(C)(C)(C)OOC1(CC(CC(C1)(C)C)C)OOC(C)(C)C